CC1=C(C(=O)P(O)(O)=O)C(=CC(=C1)C)C.C1(=CC=CC=C1)[Li] phenyl-lithium 2,4,6-trimethylbenzoyl-phosphonate